C1CCN2C3CCC(=C12)C3 hexahydro-5,8-methanoindolizin